C(CCCCCCCCCCCCCCCCCCCCC)(=O)O.C(CCCCCCCCCCCCCCCCC)(=O)O stearic acid monobehenate